FC=1C=C(C(=O)O)C=C(C1)C(=O)OC 3-fluoro-5-methoxycarbonyl-benzoic acid